C1(=CC=CC=C1)C=1C(=C(C(=C(C1)C=1C(=CC=CC1)C1=CC=CC=C1)C1=C(C(=CC=2C3=CC=CC=C3CC12)C)C)C1=NN=NC=C1)C1=CC=CC=C1 diphenyltriazinyl-(dimethylfluorenyl)terbenzene